ethylmethylsulphon C(C)S(=O)(=O)C